N-[2-[[6-[(2,6-dichloro-3,5-dimethoxyphenyl)carbamoyl-methylamino]pyrimidin-4-yl]amino]-5-(4-ethylpiperazin-1-yl)phenyl]prop-2-enamide ClC1=C(C(=C(C=C1OC)OC)Cl)NC(=O)N(C1=CC(=NC=N1)NC1=C(C=C(C=C1)N1CCN(CC1)CC)NC(C=C)=O)C